(2S,3R,5R)-3-(((2-(2-(3,4-dihydroxybenzamido)acetyl)hydrazinecarbonyl)oxy)methyl)-3-methyl-7-oxo-4-thia-1-azabicyclo[3.2.0]heptane-2-carboxylic acid 4,4-dioxide OC=1C=C(C(=O)NCC(=O)NNC(=O)OC[C@]2([C@@H](N3C(C[C@H]3S2(=O)=O)=O)C(=O)O)C)C=CC1O